((S)-1-(4-fluorophenyl)-3,4-dihydroisoquinolin-2(1H)-yl)((3S,4aR,7R,8aS)-3-methyl-octahydropyrano[3,4-b][1,4]oxazin-7-yl)methanone FC1=CC=C(C=C1)[C@@H]1N(CCC2=CC=CC=C12)C(=O)[C@H]1C[C@H]2[C@@H](O[C@H](CN2)C)CO1